(R)-8-(1-((2-(4-((tert-butyldimethylsilyl)oxy)piperidin-1-yl)-3,4-difluorophenyl)amino)ethyl)-3,6-dimethyl-2-morpholinoquinazolin-4(3H)-one [Si](C)(C)(C(C)(C)C)OC1CCN(CC1)C1=C(C=CC(=C1F)F)N[C@H](C)C=1C=C(C=C2C(N(C(=NC12)N1CCOCC1)C)=O)C